C(C)(C)(C)OC(=O)N[C@@H](CCCCC1=NC=CC(=C1)N(C(OC(C)(C)C)=O)C1=CC(=NN1C(C)(C)C)[C@@H]1C[C@@H](CC1)OC(=O)OC1=CC=C(C=C1)[N+](=O)[O-])C tert-butyl (2-((R)-5-((tert-butoxycarbonyl)amino)hexyl)pyridin-4-yl)(1-(tert-butyl)-3-((1S,3R)-3-(((4-nitrophenoxy)carbonyl)oxy)cyclopentyl)-1H-pyrazol-5-yl)carbamate